2-(4-isopropyl-6-methoxy-1-oxo-phthalazin-2-yl)-N-pyrimidin-4-yl-acetamide C(C)(C)C1=NN(C(C2=CC=C(C=C12)OC)=O)CC(=O)NC1=NC=NC=C1